methyl 6-((1-(tert-butoxycarbonyl) pyrrolidin-3-yl) amino)-2-chloropyrimidine-4-carboxylate C(C)(C)(C)OC(=O)N1CC(CC1)NC1=CC(=NC(=N1)Cl)C(=O)OC